1-(trans-4-((5-cyanopyridin-2-yl)amino)cyclohexyl)-3-(4-methoxybenzyl)-1-(4-(1-methyl-1H-pyrazol-4-yl)phenyl)urea C(#N)C=1C=CC(=NC1)N[C@@H]1CC[C@H](CC1)N(C(=O)NCC1=CC=C(C=C1)OC)C1=CC=C(C=C1)C=1C=NN(C1)C